ClC=1C=C2C(=C(C(NC2=CC1)=O)C1=NNC(C1)C=1C=C2C=CN(C2=CC1)CC)C1=CC=CC=C1 6-chloro-3-[5-(1-ethylindol-5-yl)-4,5-dihydro-1H-pyrazol-3-yl]-4-phenyl-1H-quinolin-2-one